C(=C/CCCC)/C(CC(=O)[O-])=CCC cis-3-hexenyl-cis-3-hexenoate